6-(1-(1-((S)-2,3-dihydroxypropyl)piperidin-4-yl)-5-methyl-1H-pyrazol-4-yl)-4-((R)-1-(5-fluoropyridin-2-yl)ethoxy)pyrazolo[1,5-a]pyridine-3-carbonitrile O[C@@H](CN1CCC(CC1)N1N=CC(=C1C)C=1C=C(C=2N(C1)N=CC2C#N)O[C@H](C)C2=NC=C(C=C2)F)CO